3-(piperidin-4-yl)quinoline Ethyl-2,2-Dichloropropionate C(C)OC(C(C)(Cl)Cl)=O.N1CCC(CC1)C=1C=NC2=CC=CC=C2C1